ClC=1C(=C(C=CC1)NS(=O)(=O)C=1SC(=CC1)S(=O)(=O)N(C)C)N1CCC(CC1)(F)F N2-[3-chloro-2-(4,4-difluoro-1-piperidyl)phenyl]-N5,N5-dimethyl-thiophene-2,5-disulfonamide